ClC=1C=CC2=C(CC3(CC=4N2C(=NN4)[C@@H]4CC[C@H](CC4)C(=O)N4CCOCC4)OCCO3)C1 Trans-4-(8'-chloro-4'H,6'H-spiro[1,3-dioxolane-2,5'-[1,2,4]triazolo[4,3-a][1]benzazepin]-1'-yl)cyclohexyl(morpholin-4-yl)methanone